N-(4-((R*)-2-(2,3-Difluorophenyl)propyl)-6-(((R)-1-hydroxy-4-methylpentan-2-yl)amino)-1,3,5-triazin-2-yl)methanesulfonamide FC1=C(C=CC=C1F)[C@@H](CC1=NC(=NC(=N1)N[C@@H](CO)CC(C)C)NS(=O)(=O)C)C |o1:8|